C(C)(C)(C)OC(=O)N1CCC(CC1)C1=C(C=C(C=C1)N)F 4-(4-amino-2-fluorophenyl)piperidin-1-carboxylic acid tert-butyl ester